NC1=CC=NC(=C1C(=O)NC1=CC=C(C=C1)N1CCN(CC1)C)OC 4-amino-2-methoxy-N-(4-(4-methylpiperazin-1-yl)phenyl)nicotinamide